2,4-dichloro-5-fluoro(trichloromethyl)benzene ClC1=C(C=C(C(=C1)Cl)F)C(Cl)(Cl)Cl